(3Z)-nonenal CCCCC/C=C\CC=O